COC=1C=C(CNC(C(C(=O)N[C@@H](CC2=CC=C(C=C2)C)B(O)O)C)=O)C=CC1 ((1R)-1-(3-((3-methoxybenzyl)amino)-2-methyl-3-oxopropanamido)-2-(p-tolyl)ethyl)boronic acid